BrC1=CC=C(CN2C(=NC=C2)Cl)C=C1 1-(4-bromobenzyl)-2-chloro-1H-imidazole